C(CCCC)C1(CCCCC1)CCCCCCC(C)C amyl-isononyl-cyclohexane